O\N=C(\C1=NC(=CC=C1)C1OC2=C(C1)C=C(C=C2)C(F)(F)F)/N (Z)-N'-hydroxy-6-(5-(trifluoromethyl)-2,3-dihydrobenzofuran-2-yl)picolinimidamide